ClC=1C(=CC(=NC1)C(F)(F)F)NC1=CC2=C(N(C(N2CCC(C)(C)O)=O)C)C=C1 5-((5-Chloro-2-(trifluoromethyl)pyridin-4-yl)amino)-3-(3-hydroxy-3-methylbutyl)-1-methyl-1,3-dihydro-2H-benzo[d]imidazol-2-on